[Hf].C(CCOC1=C(C=CC=C1C)C=1C(=C(C=C(C1)C(C)(CC(C)(C)C)C)N1C2=CC=C(C=C2C=2C=C(C=CC12)C(C)(C)C)C(C)(C)C)O)OC1(C(=CC(=CC1N1C2=CC=C(C=C2C=2C=C(C=CC12)C(C)(C)C)C(C)(C)C)C(C)(CC(C)(C)C)C)C1=CC(=CC=C1)C)O 2',2''-(propane-1,3-diylbis(oxy))bis(3-(3,6-di-tert-butyl-9H-carbazol-9-yl)-3'-methyl-5-(2,4,4-trimethylpentan-2-yl)biphenyl-2-ol) hafnium